C(C)C=1C=CC=C2C=C(C=C(C12)CC(=O)[O-])OCOC [8-ethyl-3-(methoxymethoxy)-1-naphthyl]acetate